N-(5-cyano-4-(3-methoxypyrrolidin-1-yl)pyridin-2-yl)-7-formyl-6-((3-carbonyl-1,4-oxazepin-4-yl)methyl)-3,4-dihydro-1,8-naphthyridine-1(2H)-carboxamide C(#N)C=1C(=CC(=NC1)NC(=O)N1CCCC2=CC(=C(N=C12)C=O)CN1C(COC=CC1)=C=O)N1CC(CC1)OC